C(C1=CC=CC=C1)OC(=O)N(C1CCN(CC1)C(=O)OC(C)(C)C)CCO tert-butyl 4-[benzyloxycarbonyl(2-hydroxyethyl)amino]piperidine-1-carboxylate